O=C1NC(CCC1N1C(C2=CC=C(C=C2C1)C(=O)NC12CC(C1)(C2)F)=O)=O 2-(2,6-dioxopiperidin-3-yl)-N-(3-fluorobicyclo[1.1.1]pentan-1-yl)-1-oxoisoindoline-5-carboxamide